BrC=1C=C(C(=C(C1)N(C1CCN(CC1)C(=O)OC(C)(C)C)CC)C)C(=O)OC tert-Butyl 4-((5-bromo-3-(methoxycarbonyl)-2-methylphenyl)(ethyl)amino)piperidine-1-carboxylate